4-chloro-2,6-diiodoaniline ClC1=CC(=C(N)C(=C1)I)I